C(CC(=O)O)(=O)O.C(CC(=O)O)(=O)O.[B] boron di(malonic acid)